ClC=1C=C(C=NC1N1N=CC=N1)NC(=O)C=1C=NN(C1C(F)(F)F)C1=C(C=CC(=C1)F)C N-(5-chloro-6-(2H-1,2,3-triazol-2-yl)pyridin-3-yl)-1-(5-fluoro-2-methylphenyl)-5-(trifluoromethyl)-1H-pyrazole-4-carboxamide